C(C#C)N[C@@H]1C(O)(O[C@@H]([C@H]([C@@H]1O)O)CO)C(=O)O N-propargylcarboxymannosamine